C1(=C(C(=C(C(=C1C(=O)O)C(=O)O)C(=O)O)C(=O)O)C(=O)O)C(=O)O benzene-1,2,3,4,5,6-hexacarboxylic acid